(7R,14R)-11-(3-((tert-butyldimethylsilyl)oxy)prop-1-yn-1-yl)-1-chloro-6-(methyl-d3)-6,7-dihydro-7,14-methanobenzo[f]benzo[4,5]imidazo[1,2-a][1,4]diazocin-5(14H)-one [Si](C)(C)(C(C)(C)C)OCC#CC1=CC2=C(N=C3N2[C@H]2C4=C(C(N([C@@H]3C2)C([2H])([2H])[2H])=O)C=CC=C4Cl)C=C1